N,N-dimethyl-p-ethoxyaniline CN(C1=CC=C(C=C1)OCC)C